2-(2-((2-(4-((6-(benzyloxy)-2-(4-(methylsulfonyl)phenyl)naphthalene-1-yl)oxy)phenoxy)ethyl)methylamino)ethoxy)acetaldehyde C(C1=CC=CC=C1)OC=1C=C2C=CC(=C(C2=CC1)OC1=CC=C(OCCN(CCOCC=O)C)C=C1)C1=CC=C(C=C1)S(=O)(=O)C